5-(1-(3,5-Difluorophenyl)ethoxy)-3-(5-(1-Methylpyrrolidin-3-yl)-1,4,5,6-Tetrahydropyrrolo[3,4-d]imidazol-2-yl)-1H-Indazol FC=1C=C(C=C(C1)F)C(C)OC=1C=C2C(=NNC2=CC1)C1=NC2=C(N1)CN(C2)C2CN(CC2)C